C(CC[C@@H](C(=O)O)NC(=O)C1=CC=C(NCC2=CN=C3N=C(N)NC(=O)C3=N2)C=C1)(=O)OC(CC[C@H](N)C(=O)O)=O gamma-glutamyl folate